C(C)(C)C1[C@H](C2C=CC1C2)C(=O)OCC (2S)-ethyl 3-isopropylbicyclo[2.2.1]hept-5-ene-2-carboxylate